ClC=1C(=C(C=CC1)NC1=C(NC2=C1C(NCC2)=O)C2=C(C=NC=C2)C#CC2(N(CC2)C(C=C)=O)C)OC 3-[(3-chloro-2-methoxyphenyl)amino]-2-(3-[2-[2-methyl-1-(prop-2-enoyl)azetidin-2-yl]ethynyl]pyridin-4-yl)-1H,5H,6H,7H-pyrrolo[3,2-c]pyridin-4-one